O=C1NC(CCC1N1C(C2=CC=C(C(=C2C1)F)N1CCC(CC1)(O)CC(=O)N1CCN(CC1)C(=O)OCC1=CC=CC=C1)=O)=O benzyl 4-(2-{1-[2-(2,6-dioxopiperidin-3-yl)-4-fluoro-1-oxo-3H-isoindol-5-yl]-4-hydroxypiperidin-4-yl}acetyl)piperazine-1-carboxylate